1-ethyl-3-{[3-methyl-1-(quinolin-3-yl)-1H-1,2,4-triazol-5-yl]methyl}urea C(C)NC(=O)NCC1=NC(=NN1C=1C=NC2=CC=CC=C2C1)C